O=S1(CC(C=C1)NC(=O)C=1C(NC(=CC1)C1=CC=C(C=C1)OC)=O)=O N-(1,1-dioxido-2,3-dihydrothiophen-3-yl)-6-(4-methoxyphenyl)-2-oxo-1,2-dihydropyridine-3-carboxamide